tert-butyl (4-((S)-3-methoxy-1-((S)-2-methyloct-7-ynoyl)-5-oxo-2,5-dihydro-1H-pyrrol-2-yl)butyl)carbamate COC=1[C@@H](N(C(C1)=O)C([C@H](CCCCC#C)C)=O)CCCCNC(OC(C)(C)C)=O